COC1=CC=C2CCN(CC2=C1)C=1C=NC(=NC1)C1=NC=CC=N1 7-methoxy-2-(2-pyrimidin-2-ylpyrimidin-5-yl)-3,4-dihydro-1H-isoquinoline